FC1=C(C=CC(=C1)F)NC=1SC=C(N1)C=1SC=CN1 N-(2,4-difluorophenyl)-[2,4'-bithiazole]-2'-amine